OCC(CC)(CO)NC(CC)=O N-(1-hydroxy-2-(hydroxymethyl)butan-2-yl)propanamide